(Z)-3-(2-methylpyrimidin-5-yl)but-2-enoic acid methyl ester COC(\C=C(\C)/C=1C=NC(=NC1)C)=O